ethyl-1H-imidazole-4-carboxylate C(C)OC(=O)C=1N=CNC1